[4-(2-methoxy-1-methyl-2-oxoethyl)phenoxy]-3-pyridinecarboxylic acid COC(C(C)C1=CC=C(OC2=NC=CC=C2C(=O)O)C=C1)=O